C1(CC1)CC=1SC(=CN1)C(=O)NC=1C=C(C(=O)OC)C=CC1C methyl 3-{[2-(cyclopropylmethyl)-1,3-thiazole-5-carbonyl] amino}-4-methylbenzoate